C[C@@]1(OC2=C(C(=C(C(=C2CC1)C)OCCCCCCNC(OC(C)(C)C)=O)C)C)CCC[C@@H](CCC[C@@H](CCCC(C)C)C)C tert-butyl (6-(((R)-2,5,7,8-tetramethyl-2-((4R,8R)-4,8,12-trimethyltridecyl)chroman-6-yl)oxy)hexyl)carbamate